CC(=O)N(CC1=CC=CC=C1OC)C2=C(C=NC=C2)OC3=CC=CC=C3 n-(2-methoxybenzyl)-N-(4-phenoxypyridin-3-yl)acetamide